5-bromo-4-chloro-6-(4-fluoro-3-tetrahydropyran-2-yloxy-phenyl)thieno[2,3-d]pyrimidine BrC1=C(SC=2N=CN=C(C21)Cl)C2=CC(=C(C=C2)F)OC2OCCCC2